tert-Butyl (E)-3-(4-(6-methoxy-2-(4-methoxyphenyl)benzo[b]selenophene-3-carbonyl)phenyl)acrylate COC=1C=CC2=C([Se]C(=C2C(=O)C2=CC=C(C=C2)/C=C/C(=O)OC(C)(C)C)C2=CC=C(C=C2)OC)C1